N-(amino(4-((dimethylamino)methyl)phenyl)(oxo)-λ6-sulfaneylidene)-2-(4,6-diisopropyl-1,3-dihydroisobenzofuran-5-yl)acetamide NS(=NC(CC=1C(=C2COCC2=CC1C(C)C)C(C)C)=O)(=O)C1=CC=C(C=C1)CN(C)C